BrC=1C=CC=2C=3N(C(=NC2C1)Cl)C=CC3 8-bromo-5-chloro-pyrrolo[1,2-c]quinazoline